FC=1C=C(C=CC1)[C@@](C(=O)OC)(C)O methyl (R)-2-(3-fluoro-phenyl)-2-hydroxy-propionate